BrC=1C=C(CN2N=C(C=C2C(C)(C)C)C(=O)O)C=CC1 1-(3-bromobenzyl)-5-(tert-butyl)-1H-pyrazole-3-carboxylic acid